C(C)(C)(C)OC(=O)N1CCC(CC1)(N1CCC(CC1)N1N=C(C=2C1=NC=NC2N)C2=CC=C(C=C2)OC2=CC=CC=C2)C(F)(F)F 4-(4-amino-3-(4-phenoxyphenyl)-1H-pyrazolo[3,4-d]pyrimidin-1-yl)-4'-(trifluoromethyl)-[1,4'-bipiperidine]-1'-carboxylic acid tert-butyl ester